NC1=C(N=C2N1C=CC=C2C2=C(C=CC=C2OC)F)C(=O)NCC#N 3-Amino-N-(cyanomethyl)-8-(2-fluoro-6-methoxyphenyl)imidazo[1,2-a]pyridine-2-carboxamide